COC(=O)C=1C(N(C2=CC(=CC=C2C1N)C(F)(F)F)C1=C(C=C(C=C1)Cl)C)=O.C(C)(C)(C)[Si](OC)(OC)CCCCCCCCCC tert-butyldecyl-dimethoxysilane methyl-4-amino-1-(4-chloro-2-methylphenyl)-2-oxo-7-(trifluoromethyl)-1,2-dihydroquinoline-3-carboxylate